COC=1C=C(CN(C2=CC(=CC=C2)CN2CCOCC2)CC2=CC=C(C=C2)N2CCOCC2)C=CC1 N-(3-methoxybenzyl)-N-(4-morpholinobenzyl)-3-(morpholinomethyl)aniline